N1-isopropyl-N4-(thiazol-2-yl)fumaramide C(C)(C)NC(\C=C\C(=O)NC=1SC=CN1)=O